FC(C(=O)[O-])(F)F.CC1=NOC(=C1C)N(C1C[NH+](CCC1)C)S(N)(=O)=O 3-[(3,4-Dimethyl-1,2-oxazol-5-yl)(sulfamoyl)amino]-1-methylpiperidin-1-ium trifluoroacetate